3-methoxy-4-[2-(2-pyridyloxymethyl)imidazo[1,2-a]pyrimidin-6-yl]benzonitrile COC=1C=C(C#N)C=CC1C=1C=NC=2N(C1)C=C(N2)COC2=NC=CC=C2